isothiazole-4-carboxamide 1,1-dioxide S1(N=CC(=C1)C(=O)N)(=O)=O